(2S)-2-[[(2S)-2-amino-3-(3-hydroxy-4-phosphonooxyphenyl)propanoyl]amino]-3-(3-hydroxy-4-phosphonooxyphenyl)propanoic acid N[C@H](C(=O)N[C@H](C(=O)O)CC1=CC(=C(C=C1)OP(=O)(O)O)O)CC1=CC(=C(C=C1)OP(=O)(O)O)O